5-(Benzyloxy)-3-((S)-but-3-en-2-yl)-1-(but-3-en-2-yl)-4,6-dioxo-N-(2,4-difluorobenzyl)-2,3,4,6-tetrahydro-1H-pyrido[2,1-f][1,2,4]triazine-7-carboxamide C(C1=CC=CC=C1)OC=1C(C(=CN2N(CN(C(C21)=O)[C@@H](C)C=C)C(C)C=C)C(=O)NCC2=C(C=C(C=C2)F)F)=O